3-[[(2,6-difluoro-4-methoxy-phenyl)methyl-[2-(hydroxyamino)-2-oxo-ethyl]amino]methyl]benzoic acid FC1=C(C(=CC(=C1)OC)F)CN(CC(=O)NO)CC=1C=C(C(=O)O)C=CC1